COC1=CC=C(C=C1)C1COCOC1 5-(p-methoxyphenyl)-1,3-dioxane